ketoisovalerate calcium salt [Ca+2].O=C(C(=O)[O-])C(C)C.O=C(C(=O)[O-])C(C)C